C(C)(SCCOCCOCCOCCOC[C@@]12[C@@H]([C@@H]([C@H]([C@@H](OC1)O2)NC(C)=O)O)O)=O S-{1-[(1S,2R,3R,4R,5S)-4-(acetylamino)-2,3-dihydroxy-6,8-dioxabicyclo[3.2.1]oct-1-yl]-2,5,8,11-tetraoxatridecan-13-yl} ethanethioate